ClC=1C(N(N=CC1N1C[C@@H](CC1)OC1=NC=NC(=C1)C=1C(=NOC1C)C)CCCO)=O (R)-4-chloro-5-(3-((6-(3,5-dimethylisoxazol-4-yl)pyrimidin-4-yl)oxy)pyrrolidin-1-yl)-2-(3-hydroxypropyl)pyridazin-3(2H)-one